4-(2-chloro-4-trifluoromethyl-phenoxy)phenylhydrazine ClC1=C(OC2=CC=C(C=C2)NN)C=CC(=C1)C(F)(F)F